C(C)(C)OS(=O)C1=CC=C(C)C=C1 p-toluenesulfinic acid isopropyl ester